N-(4-(4-amino-1-isopropyl-7-((1r,4r)-4-((2-methoxyethyl)amino)cyclohexyl)-1H-pyrazolo[4,3-c]pyridin-3-yl)-2,5-difluorophenyl)-2-chloro-5-methylbenzenesulfonamide NC1=NC=C(C2=C1C(=NN2C(C)C)C2=CC(=C(C=C2F)NS(=O)(=O)C2=C(C=CC(=C2)C)Cl)F)C2CCC(CC2)NCCOC